(3S)-N-[5-(2-chloro-6-methyl-4-pyridinyl)-4-(3-cyanophenyl)thiazol-2-yl]-3-(hydroxymethyl)piperazine-1-carboxamide ClC1=NC(=CC(=C1)C1=C(N=C(S1)NC(=O)N1C[C@H](NCC1)CO)C1=CC(=CC=C1)C#N)C